(2S,5S)-N-(2-(4-chloro-2-fluorophenyl)propan-2-yl)-5-(hydroxymethyl)morpholine-2-carboxamide ClC1=CC(=C(C=C1)C(C)(C)NC(=O)[C@@H]1CN[C@H](CO1)CO)F